1,4-bis(β-hydroxyethyl)amino-2-nitrobenzene OCCNC1=C(C=C(C=C1)NCCO)[N+](=O)[O-]